(7-Chloro-1H-benzo[d]imidazol-2-yl)(3-(2-hydroxypropan-2-yl)-5,6-dihydroimidazo[1,5-a]pyrazin-7(8H)-yl)methanone ClC1=CC=CC2=C1NC(=N2)C(=O)N2CC=1N(CC2)C(=NC1)C(C)(C)O